NC1CCC(CC1)CCC(C)(C)NC[C@H](O)C=1C=NC=C(C1)F (R)-2-((4-((1R,4s)-4-aminocyclohexyl)-2-methylbutan-2-yl)amino)-1-(5-fluoropyridin-3-yl)ethan-1-ol